CC=1C=C(OC(CNC(C(C2=CC=CC=C2)Cl)=N)C)C=CC1 N-(2-3'-methylphenoxypropyl)-chlorophenylacetamidine